OC1=CC=C(C=C1)C(C)(C)C1=CC=C(C=C1)[O-].C1(=CC=CC=C1)P(C1=CC=CC=C1)(C1=CC=CC=C1)=N[P+](N=P(C1=CC=CC=C1)(C1=CC=CC=C1)C1=CC=CC=C1)(N=P(C1=CC=CC=C1)(C1=CC=CC=C1)C1=CC=CC=C1)N=P(C1=CC=CC=C1)(C1=CC=CC=C1)C1=CC=CC=C1 Tetrakis[(triphenylphosphoranylidene)amino]phosphonium 4-(2-(4-hydroxyphenyl)propan-2-yl)phenolate